N1(N=CN=C1)CC1(COC1)CNC1=C(C=C(C=C1)NC1=CC(=C(C=C1)F)Cl)C N1-((3-((1H-1,2,4-triazol-1-yl)methyl)oxetan-3-yl)methyl)-N4-(3-chloro-4-fluorophenyl)-2-methylbenzene-1,4-diamine